3,5-DIMETHYLHEPTYL ACETATE C(C)(=O)OCCC(CC(CC)C)C